C(C)OC1=C(C=CC(=N1)[C@@H](CS(=O)(=O)C)N1C(NC=2C1=NC=C(C2)C2=C(C=CC=C2)C(F)(F)F)=O)OC (S)-3-(1-(6-ethoxy-5-methoxypyridin-2-yl)-2-(methylsulfonyl)ethyl)-6-(2-(trifluoromethyl)phenyl)-1H-imidazo[4,5-b]pyridin-2(3H)-one